N1CCC(CC1)C1=CC=C(C=C1)NC1CC(NC(C1)=O)=O 4-((4-(piperidin-4-yl)phenyl)amino)piperidine-2,6-dione